CC1(CC(=NO1)[S-])C.[Na+] sodium 5,5-dimethyl-4,5-dihydroisoxazole-3-thiolate